1-benzyl-5-bromo-1H-imidazo[1,2-a]imidazol-2(3H)-one C(C1=CC=CC=C1)N1C=2N(CC1=O)C(=CN2)Br